COC=1C(=NC=NC1)N1CCC(CC1)C1=NC2=C(C=C(C=C2C(N1C)=O)C)[C@@H](C)NC=1C(=NC(=CC1)Cl)C(=O)OC methyl 3-[(R)-1-{2-[1-(5-methoxy-4-pyrimidinyl)-4-piperidyl]-3-methyl-6-methyl-4-oxo-8-quinazolinyl}ethylamino]-6-chloro-2-pyridinecarboxylate